C(=O)(O)C=1C=C(C=C(C1)C(=O)O)C=1C(=C(C(=O)N)C=CC1C(=O)N)C1=CC(=CC(=C1)C(=O)O)C(=O)O di(3,5-dicarboxyphenyl)terephthalamide